N-(2-(3-(tert-butoxycarbonyl)phenyl)thiazole-4-carbonyl)-O-(tert-butyldimethylsilyl)-Z-serine C(C)(C)(C)OC(=O)C=1C=C(C=CC1)C=1SC=C(N1)C(=O)N[C@@H](CO[Si](C)(C)C(C)(C)C)C(=O)O